C(CC(CNCCN)N)C(CNCCN)N (ethane-1,2-diyl)bis(N2-(2-aminoethyl)ethane-1,2-diamine)